(Z)-1-(4-amino-2-fluorobut-2-en-1-yl)-4-(1-ethyl-1H-pyrazol-5-yl)-1H-benzo[d]imidazol-6-carbonitrile NC\C=C(\CN1C=NC2=C1C=C(C=C2C2=CC=NN2CC)C#N)/F